ClC=1C(=CC(=C(C(=O)NS(=O)(=O)C2CCC(CC2)OC)C1)F)OCC1CCCC1 5-chloro-4-(cyclopentylmethoxy)-2-fluoro-N-(((1s,4s)-4-methoxycyclohexyl)sulfonyl)benzamide